2-(4-chloro-2-fluorophenyl)-2-methylbenzo[d][1,3]dioxin ClC1=CC(=C(C=C1)C1(OCC2=C(O1)C=CC=C2)C)F